C(C)(C)(C)OC(N[C@H]1[C@@H](C1)C1=CC(=C(C=C1)[Sn](C)(C)C)F)=O ((1r,2s)-2-(3-fluoro-4-(trimethylstannanyl)phenyl)cyclopropyl)carbamic acid tert-butyl ester